O=C1NC(CCC1C1=NN(C2=C(C=CC=C12)OC1CCN(CC1)C(=O)C1(CCOCC1)C#N)C)=O 4-(4-((3-(2,6-dioxopiperidin-3-yl)-1-methyl-1H-indazol-7-yl)oxy)piperidine-1-carbonyl)tetrahydro-2H-pyran-4-carbonitrile